7-(4,4,5,5-tetramethyl-[1,3,2]dioxaborolan-2-yl)-3-oxa-9-aza-bicyclo[3.3.1]non-6-ene-9-carboxylic acid tert-butyl ester C(C)(C)(C)OC(=O)N1C2COCC1C=C(C2)B2OC(C(O2)(C)C)(C)C